CC(CCOC(=O)Cl)CC.ClC1=CC=C(C=C1)OC1(CC1)C#C 1-chloro-4-(1-ethynylcyclopropyloxy)benzene 3,4-dimethylbutyl-chloroformate